C(C)OC1=C(C=CC=C1)OCC 1,2-diethoxybenzene